3,3'-dithiobis(propionohydrazide) C(CCSSCCC(=O)NN)(=O)NN